6-((4-(5-ethyl-1,2,4-oxadiazol-3-yl)benzyl)amino)pyrimidine-4-carbonitrile C(C)C1=NC(=NO1)C1=CC=C(CNC2=CC(=NC=N2)C#N)C=C1